2-oxoglutaric acid sodium salt [Na+].O=C(C(=O)[O-])CCC(=O)[O-].[Na+]